C(C)(=O)C1=NN(C2=C(C=C(C=C12)C=1C=NC(=NC1)C)C)CC(=O)N1[C@@H]2C[C@@]2(C[C@H]1C(=O)NCC(C)(C)OC)C (1R,3S,5R)-2-(2-(3-acetyl-7-methyl-5-(2-methylpyrimidin-5-yl)-1H-indazol-1-yl)acetyl)-N-(2-methoxy-2-methylpropyl)-5-methyl-2-azabicyclo[3.1.0]hexane-3-carboxamide